5-(4-isobutyl-phenyl)-pyrazoline C(C(C)C)C1=CC=C(C=C1)C1C=CNN1